C1(CCC1)NC(C1=NC=C(C=C1)N1[C@H]2CC[C@H]2N(CC1)CC=1C=NC=2C=C(C(NC2C1)=O)CC)=O N-cyclobutyl-5-((1S,6R)-5-((7-ethyl-6-oxo-5,6-dihydro-1,5-naphthyridin-3-yl)methyl)-2,5-diazabicyclo[4.2.0]octan-2-yl)picolinamide